palladium sulfonium salt [SH3+].[Pd+2]